6-((4-(1-((3-fluorobicyclo[1.1.1]pentan-1-yl)methyl)-1H-benzo[d]imidazol-2-yl)piperidin-1-yl)methyl)-3-(3-fluorophenyl)-1-methyl-1H-indazole FC12CC(C1)(C2)CN2C(=NC1=C2C=CC=C1)C1CCN(CC1)CC1=CC=C2C(=NN(C2=C1)C)C1=CC(=CC=C1)F